2,3-bis[(Z)-octadec-9-enoxy]propyl 2-[2-[2-[2-(1H-imidazole-4-carbonylamino)ethoxy]ethoxy]ethoxy]acetate N1C=NC(=C1)C(=O)NCCOCCOCCOCC(=O)OCC(COCCCCCCCC\C=C/CCCCCCCC)OCCCCCCCC\C=C/CCCCCCCC